C1=2N3C=CC=C3C(NC2C=CN=C1)=O 2,8,12-triazatricyclo[7.4.0.02,6]trideca-1(9),3,5,10,12-pentaen-7-one